3-(trifluoromethyl)oxetane-3-amine FC(C1(COC1)N)(F)F